N[C@@H](CCC(=O)N[C@H](C(=O)N[C@H](C(=O)N)CCC(C=[N+]=[N-])=O)CCC(C=[N+]=[N-])=O)C(=O)N (S)-4-Amino-N1-((S)-1-(((S)-1-amino-6-diazo-1,5-dioxohexan-2-yl)amino)-6-diazo-1,5-dioxohexan-2-yl)pentanediamide